ethyl 2,2-difluoro-3-hydroxy-nonanoate FC(C(=O)OCC)(C(CCCCCC)O)F